N-[4-azido-1-methoxy-2-oxo-6-(trifluoromethyl)-3-pyridinyl]-2,2,2-trifluoro-N-methyl-acetamide N(=[N+]=[N-])C1=C(C(N(C(=C1)C(F)(F)F)OC)=O)N(C(C(F)(F)F)=O)C